FC=1C=C(C=C(C1)F)[C@@H]1CC[C@H]2OC3(C(N21)=O)CCN(CC3)C(=O)C=3C=C(C#N)C=C(C3)F 3-((5'S,7a'R)-5'-(3,5-difluorophenyl)-3'-oxo-tetrahydro-3'H-spiro-[piperidine-4,2'-pyrrolo-[2,1-b]oxazole]-1-carbonyl)-5-fluorobenzonitrile